C(C1=CC=CC=C1)N1CCN([C@@H]([C@H](C1)O)CC(C)C)C(=O)OC(C)(C)C tert-butyl (6S,7R)-4-benzyl-6-hydroxy-7-isobutyl-1,4-diazepane-1-carboxylate